(1R,2S)-2-(3-{[2-cyclopropyl-6-(3-hydroxyazetidin-1-yl)-5-methoxypyrimidin-4-yl]amino}-1H-indazol-6-yl)-5'-methoxy-1'H-spiro[cyclopropane-1,3'-indol]-2'-one C1(CC1)C1=NC(=C(C(=N1)NC1=NNC2=CC(=CC=C12)[C@@H]1C[C@@]12C(NC1=CC=C(C=C21)OC)=O)OC)N2CC(C2)O